C(=O)C12CCC(CC1)N2C(=O)OC(C)(C)C tert-butyl 1-formyl-7-azabicyclo[2.2.1]heptane-7-carboxylate